C(C)(=O)N1CCOCCC1 4-N-acetyl-1,4-oxazepane